F[P-](F)(F)(F)(F)F.N1(N=NC2=C1C=CC=C2)OC(=[N+](C)C)N(C)C N-[(1H-1,2,3-benzotriazol-1-yloxy)(dimethylamino)methylene]-N-methyl-methanaminium hexafluorophosphate